Benzyl ((2R,3S)-3-((S)-sec-butyl)-4-oxooxetane-2-carbonyl)glycyl-L-valinate [C@H](C)(CC)[C@H]1[C@@H](OC1=O)C(=O)NCC(=O)N[C@@H](C(C)C)C(=O)OCC1=CC=CC=C1